trityl-formamide C(C1=CC=CC=C1)(C1=CC=CC=C1)(C1=CC=CC=C1)NC=O